OC(=O)C(F)(F)F.N[C@H](CNC(=O)C1CC1)C1=CC(=C(C=C1)Cl)N1N=CN=C1C(F)F (S)-N-(2-amino-2-(4-chloro-3-(5-(difluoromethyl)-1H-1,2,4-triazol-1-yl)phenyl)ethyl)cyclopropanecarboxamide TFA salt